CS(=O)(=O)CC1=CC=C(C=C1)C=1C=C(C=2N=CN=C(C2N1)N[C@@H]1CNCCC1)C(=O)N 6-[4-(methanesulfonylmethyl)phenyl]-4-[(3S)-piperidin-3-ylamino]pyrido[3,2-d]pyrimidine-8-carboxamide